phenyl iodoformate phenyl-bromoformate C1(=CC=CC=C1)OC(=O)Br.IC(=O)OC1=CC=CC=C1